Isopropoxylaluminum distearate C(CCCCCCCCCCCCCCCCC)(=O)[O-].C(CCCCCCCCCCCCCCCCC)(=O)[O-].O(C(C)C)[Al+2]